C(C)(C)(C)NC1=NC=C(C(=N1)N1CCC(CC1)O)C(=O)N 2-(tert-butylamino)-4-(4-hydroxypiperidin-1-yl)pyrimidine-5-carboxamide